5-bromo-1-methyl-3-(6-phenyl-5,6-dihydrocyclopenta[c]pyrazol-2(4H)-yl)pyridine-2(1H)-one BrC=1C=C(C(N(C1)C)=O)N1N=C2C(=C1)CCC2C2=CC=CC=C2